5-(6-chloro-2-pyridyl)-N-(4-cyano-2-fluoro-phenyl)-1H-pyrrole-3-sulfonamide ClC1=CC=CC(=N1)C1=CC(=CN1)S(=O)(=O)NC1=C(C=C(C=C1)C#N)F